trans-8-dodecene-1-ol C(CCCCCC\C=C\CCC)O